6-ethyl-5-methoxybenzo[b]Thiophene-2-carboxylic acid C(C)C=1C(=CC2=C(SC(=C2)C(=O)O)C1)OC